N-(5-(4,6-Dimorpholino-1,3,5-triazin-2-yl)benzo[d]oxazol-2-yl)benzamide O1CCN(CC1)C1=NC(=NC(=N1)N1CCOCC1)C=1C=CC2=C(N=C(O2)NC(C2=CC=CC=C2)=O)C1